FC(F)(F)S(=O)ON1C(C=CC1=O)=O 2,5-dioxo-2,5-dihydro-1H-pyrrole-1-yl trifluoromethyl-sulfinate